C(C)(C)(C)OC(=O)N1[C@H](CC2(CC1)OCC(C1=C2SC(=C1)Cl)C#N)C (2'S)-2-chloro-4-cyano-2'-methyl-spiro[4,5-dihydrothieno[2,3-C]pyran-7,4'-piperidine]-1'-carboxylic acid tert-butyl ester